S1C=CC=C1.[Sn] tin thiophene